2-benzyl-methyl-2-(dimethylamino)-1-(4-morpholinophenyl)-1-butanone C(C1=CC=CC=C1)C(C(=O)C1=CC=C(C=C1)N1CCOCC1)(C(C)C)N(C)C